ClC1=NC=C(C(=N1)NCC1=C(C=CC=C1)C=C)C(=O)N 2-chloro-4-((2-vinylbenzyl)amino)pyrimidin-5-carboxamide